C(C)(C)(C)OC(=O)N[C@@H](CC1=CN(C2=CC=CC=C12)C=O)C(=O)O N-(tert-butoxycarbonyl)-N1-formyltryptophan